4-(1-(benzo[d]oxazol-2-yl)piperidin-4-yl)-7-chloro-1-methyl-1,4-dihydropyrido[2,3-b]pyrazine-2,3-dione O1C(=NC2=C1C=CC=C2)N2CCC(CC2)N2C1=C(N(C(C2=O)=O)C)C=C(C=N1)Cl